3-Glycidyloxypropyltrimethoxysilan C(C1CO1)OCCC[Si](OC)(OC)OC